5-chloro-4-(hydroxymethyl)-1-methyl-1H-pyrazole-3-carboxamide ClC1=C(C(=NN1C)C(=O)N)CO